Nickel tetraphenylphosphine C1(=CC=CC=C1)P(C1=CC=CC=C1)(C1=CC=CC=C1)C1=CC=CC=C1.[Ni]